4,4'-bis(trimethylsilyl)benzophenone C[Si](C1=CC=C(C(=O)C2=CC=C(C=C2)[Si](C)(C)C)C=C1)(C)C